tert-butyl 3-((4-chloropyrimidin-5-yl)oxy)piperidine-1-carboxylate ClC1=NC=NC=C1OC1CN(CCC1)C(=O)OC(C)(C)C